C(#N)C=1C(OC2(C1C1=CC=C(C=C1)N1CCC(CC1)CCO)CCCCC2)=C(C#N)C#N 2-(3-cyano-4-(4-(4-(2-hydroxyethyl)piperidin-1-yl)phenyl)-1-oxaspiro[4.5]deca-3-en-2-ylidene)malononitrile